N1=NNC(C=C1)=O 3H-triazinone